3,7-di-tert-octyl-phenothiazine C(C)(C)(CC(C)(C)C)C=1C=CC=2NC3=CC=C(C=C3SC2C1)C(C)(C)CC(C)(C)C